O=C1N(CC2=CC(=CC=C12)O[C@H]1[C@H](CCC1)N1CC(C1)C1=CC=NC=C1)N1C(CCCC1=O)=O (1-oxo-5-(((cis)-2-(3-(pyridin-4-yl)azetidin-1-yl)cyclopentyl)oxy)isoindolin-2-yl)piperidine-2,6-dione